((6-hydroxy-3'-methyl-4-pentyl-[1,1'-biphenyl]-2-yl)oxy)methyl acetate C(C)(=O)OCOC1=C(C(=CC(=C1)CCCCC)O)C1=CC(=CC=C1)C